3-bromo-4-methoxy-5-(4-(oxetan-3-yl)piperazin-1-yl)benzonitrile BrC=1C=C(C#N)C=C(C1OC)N1CCN(CC1)C1COC1